C1(=CC=C(C=C1)C=1C=C(C=NC1OCC1=CC=CC=C1)NC1=CC=CC=C1)C1=CC=CC=C1 5-([1,1'-biphenyl]-4-yl)-6-(benzyloxy)-N-phenylpyridin-3-amine